Ethyl 3-(7-(3-(difluoromethoxy)-5-fluorophenyl)-4-oxo-1-((3-(trifluoromethyl) phenyl) sulfonyl)-1,2-dihydroquinazolin-3(4H)-yl)-2,2-dimethylpropionate FC(OC=1C=C(C=C(C1)F)C1=CC=C2C(N(CN(C2=C1)S(=O)(=O)C1=CC(=CC=C1)C(F)(F)F)CC(C(=O)OCC)(C)C)=O)F